COC1=NC2=C(C3=C(CCN(CC3)C)N2)N=C1 3-methoxy-8-methyl-5,6,7,8,9,10-hexahydropyrazino-[2',3':4,5]pyrrolo[2,3-d]azepine